C(C1=CC=CC=C1)OCCN(C=1C=C(C=NC1)[C@@](O)(C1=CC=C(C=C1)C(C)C)C1(CN(C1)C)C)C (R)-{5-[(2-benzyloxy-ethyl)-methyl-amino]-pyridin-3-yl}-(1,3-dimethyl-azetidin-3-yl)-(4-isopropyl-phenyl)-methanol